(2S)-N-(8-fluoro-2-methyl-3-quinolyl)-2-[(3-fluorophenyl)methyl]-2,4-dimethyl-pentanamide FC=1C=CC=C2C=C(C(=NC12)C)NC([C@](CC(C)C)(C)CC1=CC(=CC=C1)F)=O